C1(CC1)NC(C1=C(N=CC=C1I)F)=O N-Cyclopropyl-2-fluoro-4-iodonicotinamide